C[C@@]12C[C@@H](C[C@@]([C@H]1[C@@H]([C@]34[C@H]2CC[C@H](C3)C(=C)C4)C(=O)O)(C)C(=O)O)O The molecule is a C20-gibberellin that is gibberellin A12 carrying an additional hydroxy substituent at the 3beta-position It has a role as a plant metabolite. It is a C20-gibberellin, a dicarboxylic acid, a secondary alcohol and an olefinic compound. It derives from a gibberellin A12.